C(C1=CC=CC=C1)N1CC=2N=C(N=C(C2CC1)N1C[C@H]2CC[C@@H](C1)N2C(=O)OC(C)(C)C)OC tert-butyl (1R,5S)-3-(7-benzyl-2-methoxy-5,6,7,8-tetrahydropyrido[3,4-d]pyrimidin-4-yl)-3,8-diazabicyclo[3.2.1]octane-8-carboxylate